(8-(3,4-difluorophenyl)-3,8-diazabicyclo[3.2.1]octane-3-carbonyl)quinolin-2(1H)-one FC=1C=C(C=CC1F)N1C2CN(CC1CC2)C(=O)N2C(C=CC1=CC=CC=C21)=O